CN1N=C(C=C1)C=1C=C2CN(C(C2=CC1)=O)C1C(NC(CC1)=O)=O 3-(5-(1-methyl-1H-pyrazol-3-yl)-1-oxoisoindolin-2-yl)piperidine-2,6-dione